C([C@@H](C(=O)[O-])[NH3+])C(C(=O)[O-])O The molecule is an L-alpha-amino acid anion resulting from deprotonation of the carboxy groups and protonation of the amino group of 4-hydroxy-L-glutamic acid It derives from a L-glutamate(1-). It is a conjugate base of a 4-hydroxy-L-glutamic acid. It is a conjugate acid of a 4-hydroxy-L-glutamate(2-).